(1R,2R)-2-(4-cyanophenyl)-2-(3-fluorophenyl)-1-((R)-pyrrolidin-2-yl)ethyl methanesulfonate hydrochloride Cl.CS(=O)(=O)O[C@H]([C@@H](C1=CC(=CC=C1)F)C1=CC=C(C=C1)C#N)[C@@H]1NCCC1